(2-(4-amino-7-bromo-2H-pyrazolo[3,4-c]quinolin-2-yl)ethyl)(methyl)carbamic acid tert-butyl ester C(C)(C)(C)OC(N(C)CCN1N=C2C(=NC=3C=C(C=CC3C2=C1)Br)N)=O